1-[(4-hydroxybutyl)(2-hydroxydodecyl)amino]dodecan-2-ol OCCCCN(CC(CCCCCCCCCC)O)CC(CCCCCCCCCC)O